OC1=CC=C(C=C1)C1(C2=CC=CC=C2C2=CC=C3C(=C12)C1C(COCC2C3O2)O1)C1=CC=C(C=C1)O 9,9-bis(4-hydroxyphenyl)fluorenediglycidylether